C(C1=CC=CC=C1)N(C=O)C(C(=O)O)CC1CCC1 2-(N-Benzylformamido)-3-cyclobutylpropanoic Acid